N-((5-fluoro-6-(thiazol-4-ylmethoxy)-1H-indol-2-yl)methyl)cyclobutanecarboxamide FC=1C=C2C=C(NC2=CC1OCC=1N=CSC1)CNC(=O)C1CCC1